4-[[1-(cyclobutyl-methyl)-8-dimethylamino-2-oxo-8-phenyl-1,3-diazaspiro[4.5]decan-3-yl]-methyl]-benzamide C1(CCC1)CN1C(N(CC12CCC(CC2)(C2=CC=CC=C2)N(C)C)CC2=CC=C(C(=O)N)C=C2)=O